N(=[N+]=[N-])[C@@H](CO[C@@H]1[C@@H]([C@H]([C@H]([C@H](O1)CO)OCC1=CC=CC=C1)OCC1=CC=CC=C1)OCC1=CC=CC=C1)[C@@H]([C@@H](CCCCCCCCCCCCCC)OCC1=CC=CC=C1)OCC1=CC=CC=C1 ((2R,3S,4S,5R,6S)-6-(((2S,3S,4R)-2-azido-3,4-bis(benzyloxy)octadecyl)oxy)-3,4,5-tris(benzyloxy)tetrahydro-2H-pyran-2-yl)methanol